(R)-6-(4-chloro-1-(1-(5-cyclopropylthiophene-2-yl)ethyl)-1H-indazole-7-carboxamido)spiro[3.3]heptane-2-carboxylic acid ClC1=C2C=NN(C2=C(C=C1)C(=O)NC1CC2(CC(C2)C(=O)O)C1)[C@H](C)C=1SC(=CC1)C1CC1